C(CCCCCCCC=CCC=CC)OC(C(=C)F)=O tetradecan-9,12-dien-1-yl-2-fluoroacrylate